CC1NCC2(C1)CCN(CC2)C(=O)OC(C)(C)C tert-butyl 3-methyl-2,8-diazaspiro[4.5]decane-8-carboxylate